(2R,3S,4R,5R,6R)-3-((2,3-dihydroxybenzoyl)oxy)-6-(((3S,4R,4aS)-8-oxo-4-vinyl-3,4,4a,5,6,8-hexahydropyrano[3,4-c]pyran-3-yl)oxy)tetrahydro-2H-pyran-2,4,5-triyl triacetate C(C)(=O)O[C@H]1O[C@H]([C@@H]([C@H]([C@@H]1OC(C1=C(C(=CC=C1)O)O)=O)OC(C)=O)OC(C)=O)O[C@H]1[C@@H]([C@H]2C(C(OCC2)=O)=CO1)C=C